FC(C=1C=C(C=C(C1)C(F)(F)F)C(C(=O)N(C=1C(=CC(=NC1)[C@H]1CC[C@@](N1)(C(=O)N)C)C1=C(C=C(C=C1)F)C)C)(C)C)(F)F (5R)-5-[5-[{2-[3,5-bis(trifluoromethyl)phenyl]-2-methylpropanoyl}(methyl)amino]-4-(4-fluoro-2-methylphenyl)-2-pyridinyl]-2-methyl-D-prolinamide